OC=1C(=C2C=CC(=CC2=CC1)S(=O)(=O)[O-])N=NC=1C(=C(C=CC1S(=O)(=O)[O-])C)OC.[Na+].[Na+] Disodium 6-hydroxy-5-[(2-methoxy-4-sulfonato-m-tolyl)azo]naphthalene-2-sulfonate